1,2-dipropylpyrrolium chloride [Cl-].C(CC)[NH+]1C(=CC=C1)CCC